N-(3-fluoro-4-pyridyl)-2-(7-iodo-4-isopropyl-1-oxo-pyrrolo[1,2-d][1,2,4]triazin-2-yl)acetamide FC=1C=NC=CC1NC(CN1N=C(N2C(C1=O)=CC(=C2)I)C(C)C)=O